C(C=C)C1(CCC1)NC1=NC(=C(C=C1C(F)(F)F)[N+](=O)[O-])C=1OC(=NN1)[C@](CCC=C)(C(F)(F)F)OCC1=CC=CC=C1 N-(1-allylcyclobutyl)-6-[5-[(1R)-1-benzyloxy-1-(trifluoromethyl)pent-4-enyl]-1,3,4-oxadiazol-2-yl]-5-nitro-3-(trifluoromethyl)pyridin-2-amine